C1(CC1)C1=C(C(=NO1)C1=C(C=CC=C1)C(F)(F)F)/C=C/C1CC2(CC(C2)COC=2C=C(C(=NC2)C(=O)OC)C)C1 Methyl (E)-5-((6-(2-(5-Cyclopropyl-3-(2-(trifluoromethyl)phenyl)isoxazol-4-yl)vinyl)spiro[3.3]heptan-2-yl)methoxy)-3-methylpicolinate